C[C@]12CC(C[C@](CC1)(N2)C)N(C2=CC=C(N=N2)C2=C(C(=C(C=C2O)C2=CC(N(C=C2)C)=O)F)F)C 4-(4-(6-(((1R,3s,5S)-1,5-dimethyl-8-azabicyclo[3.2.1]octan-3-yl)(methyl)amino)pyridazin-3-yl)-2,3-difluoro-5-hydroxyphenyl)-1-methylpyridin-2(1H)-one